2-(2,4-dichlorophenyl)-3-tert-butoxycarbonylaminomethyl-4-(1,2,4-triazol-1-yl)methyl-7-ethoxyformylmethoxyquinoline ClC1=C(C=CC(=C1)Cl)C1=NC2=CC(=CC=C2C(=C1CNC(=O)OC(C)(C)C)CN1N=CN=C1)OCC(=O)OCC